CN1C(NC2=CC=C(C=C2C1)N=[S@](=O)(C1=CC=CC=C1)C)=O |r| Rac-N-(3-Methyl-2-Oxo-1,2,3,4-Tetrahydroquinazolin-6-Yl)-S-Methyl-S-Phenylsulfoximine